2-((1,4-dioxan-2-yl)methyl)-4,4,5,5-tetramethyl-1,3,2-dioxaborolane O1C(COCC1)CB1OC(C(O1)(C)C)(C)C